ethyl 2-(3-(bis(tert-butoxycarbonyl) amino)-6-fluoroisoquinolin-5-yl)-2-oxoacetate C(C)(C)(C)OC(=O)N(C=1N=CC2=CC=C(C(=C2C1)C(C(=O)OCC)=O)F)C(=O)OC(C)(C)C